C(C(C)C)N1C(N2C(CN(CC2)C2=NC=3N(C=C2)N=CC3C=3C(=NC=CC3)OC)C1)=O 2-isobutyl-7-(3-(2-methoxypyridin-3-yl)pyrazolo[1,5-a]pyrimidin-5-yl)hexahydroimidazo[1,5-a]pyrazin-3(2H)-one